1-(3-(2-chloro-6-(pyridazin-4-yl)pyridin-4-yl)morpholino)prop-2-en-1-one ClC1=NC(=CC(=C1)C1COCCN1C(C=C)=O)C1=CN=NC=C1